3-cyclopropyl-N-(2-[[(2S)-2-methylazetidin-1-yl]methyl]-1-[[2-(trimethylsilyl)ethoxy]methyl]pyrrolo[3,2-c]pyridin-6-yl)-1-(oxan-2-yl)indazole-5-carboxamide C1(CC1)C1=NN(C2=CC=C(C=C12)C(=O)NC1=CC2=C(C=N1)C=C(N2COCC[Si](C)(C)C)CN2[C@H](CC2)C)C2OCCCC2